FC(S(=O)(=O)NC1=C(C=CC=C1)C1=CC=C2[C@H]([C@@H](COC2=C1)CC1=NC=CC=C1)O)(F)F 1,1,1-trifluoro-N-{2-[(3R,4S)-4-hydroxy-3-(pyridin-2-ylmethyl)-3,4-dihydro-2H-chromen-7-yl]phenyl}-methanesulfonamide